r-amyl peroxypivalate C(C(C)(C)C)(=O)OOCCCCC